1-(5-((4-(5-fluoropyridin-2-yl)piperazin-1-yl)methyl)-1-oxoisoindolin-2-yl)dihydropyrimidine-2,4(1H,3H)-dione FC=1C=CC(=NC1)N1CCN(CC1)CC=1C=C2CN(C(C2=CC1)=O)N1C(NC(CC1)=O)=O